ClC1=NC=C2N=CN(C2=N1)C1OCCCC1 chloro-9-(tetrahydro-2H-pyran-2-yl)-9H-purine